9-[4-(1,4-dioxaspiro[4.5]dec-8-yloxy)phenyl]-3,4-dihydropyrido[2,1-c][1,2,4]thiadiazine 2,2-dioxide O1CCOC12CCC(CC2)OC2=CC=C(C=C2)C2=CC=CN1C2=NS(CC1)(=O)=O